6-(1-methyl-1H-pyrazol-4-yl)-3-(4-(1-(4-methylbenzyl)-1H-1,2,4-triazol-3-yl)piperazin-1-yl)pyrazolo[1,5-a]pyridine CN1N=CC(=C1)C=1C=CC=2N(C1)N=CC2N2CCN(CC2)C2=NN(C=N2)CC2=CC=C(C=C2)C